para-bromophenacyl bromide BrC1=CC=C(C(CBr)=O)C=C1